methyl (4S)-2,2,3-trimethylthiazolidine-4-carboxylate CC1(SC[C@@H](N1C)C(=O)OC)C